N-isopropyltetrahydro-2H-pyran-4-amine C(C)(C)NC1CCOCC1